tert-butyl-[(3-methylcyclohex-3-en-1-yl)oxy]diphenylsilane Isothiuronium NC(S)=[NH2+].C(C)(C)(C)[Si](C1=CC=CC=C1)(C1=CC=CC=C1)OC1CC(=CCC1)C